FC=1C=C(C=C(C1)F)C1(N=CC2=C(N1)C(=CN2)N)N 2-(3,5-difluorophenyl)-5H-pyrrolo[3,2-d]pyrimidine-2,7-diamine